(2S)-4-{[2-(2,6-dioxopiperidin-3-yl)-1-oxo-2,3-dihydro-1H-isoindol-5-yl]methyl}-2-methylpiperazine-1-carboxylic acid O=C1NC(CCC1N1C(C2=CC=C(C=C2C1)CN1C[C@@H](N(CC1)C(=O)O)C)=O)=O